F[C@H]1CN(CC[C@H]1OC)C1=NC=CC(=N1)NC=1N=CC2=C(C=CC(=C2C1)[C@@H]1N(CCCCC1)C(C=C)=O)N1[C@@H]([C@H](C1)CS(=O)(=O)C)C 1-((R)-2-(3-((2-((3S,4R)-3-fluoro-4-methoxypiperidin-1-yl)pyrimidin-4-yl)amino)-8-((2R,3S)-2-methyl-3-((methylsulfonyl)methyl)azetidin-1-yl)isoquinolin-5-yl)azepan-1-yl)prop-2-en-1-one